C(CCC)C1=C(C(=C(C(=N1)O)C(=O)N1CCN(CC1)C(C1=CC=C(C=C1)OC)=O)O)C1=C(C=CC=C1OC)OC 6-butyl-5-(2,6-dimethoxyphenyl)-3-[4-(4-methoxybenzoyl)piperazine-1-carbonyl]pyridine-2,4-diol